C(C)OC1=CC=C(C=C1)/C=C(\C(=O)C=1C=CC2=C(CC(O2)(C)C)C1)/C(F)(F)F (E)-3-(4-ethoxyphenyl)-1-(2,2-dimethyl-2,3-dihydrobenzofuran-5-yl)-2-(trifluoromethyl)prop-2-en-1-one